(S)-2-(((S)-8-chloro-6-fluoro-1,2,3,4-tetrahydronaphthalen-2-yl)amino)-N-(1-(2-methyl-1-(neopentanylamino)propan-2-yl)-1H-imidazol-4-yl)pentanamide dihydrobromide Br.Br.ClC=1C=C(C=C2CC[C@@H](CC12)N[C@H](C(=O)NC=1N=CN(C1)C(CNCC(C)(C)C)(C)C)CCC)F